N-(4-(2-(2-aminopyridin-3-yl)-5-phenyl-3H-imidazo[4,5-b]pyridin-3-yl)phenethyl)-3-((tert-butyldimethylsilyl)oxy)-4-formylbenzamide NC1=NC=CC=C1C1=NC=2C(=NC(=CC2)C2=CC=CC=C2)N1C1=CC=C(CCNC(C2=CC(=C(C=C2)C=O)O[Si](C)(C)C(C)(C)C)=O)C=C1